FC1=CC=C(C=C1)[C@@H]([C@@H](C=1N=C2N(N=C(C=C2)C[C@@H]2C(N[C@@H](C2)C(F)(F)F)=O)C1)NC(OCC1=CC=CC=C1)=O)CC benzyl ((1S,2S)-2-(4-fluorophenyl)-1-(6-(((3R,5S)-2-oxo-5-(trifluoromethyl)pyrrolidin-3-yl)methyl)imidazo[1,2-b]pyridazin-2-yl)butyl)carbamate